4-(2-(((4aS,7aR)-1-cyclopropylocta-hydro-4aH-cyclopenta[b]pyridin-4a-yl)methoxy)-8-fluoro-5-methoxy-4-(1,4-oxazepan-4-yl)pyrido[4,3-d]pyrimidin-7-yl)-5-ethynyl-6-fluoronaphthalen-2-ol C1(CC1)N1[C@H]2[C@@](CCC1)(CCC2)COC=2N=C(C1=C(N2)C(=C(N=C1OC)C1=CC(=CC2=CC=C(C(=C12)C#C)F)O)F)N1CCOCCC1